N,N-dimethyl-3-[(9Z,12Z)-octadeca-9,12-dien-1-yloxy]prop-1-ylamine CN(C)CCCOCCCCCCCC\C=C/C\C=C/CCCCC